CN1N=CC(=C1)S(=O)(=O)C1=CC=C(C2=C1CCO2)NCC#C[Si](C)(C)C 4-((1-methyl-1H-pyrazol-4-yl)sulfonyl)-N-(3-(trimethylsilyl)prop-2-yn-1-yl)-2,3-dihydrobenzofuran-7-amine